2-((((9H-fluoren-9-yl)methoxy)carbonyl)amino)-3-hydroxyheptanoic acid C1=CC=CC=2C3=CC=CC=C3C(C12)COC(=O)NC(C(=O)O)C(CCCC)O